ClC1=C(C=CC(=C1)OCC=1C(=NOC1C1CC1)C1=C(C=C(C=C1Cl)F)Cl)C1(CN(C1)C1=C(C(=O)O)C=CC=N1)O (3-(2-chloro-4-((5-cyclopropyl-3-(2,6-dichloro-4-fluorophenyl)isoxazol-4-yl)methoxy)phenyl)-3-hydroxyazetidin-1-yl)nicotinic acid